(S)-9-benzyl-8-(2-chloro-4-(pyrrolidin-3-yloxy)phenyl)-6-(1-methylcyclopropoxy)-9H-purine C(C1=CC=CC=C1)N1C2=NC=NC(=C2N=C1C1=C(C=C(C=C1)O[C@@H]1CNCC1)Cl)OC1(CC1)C